C1(CCCC1)N1C(N(CC=2C1=NC(=NC2)NC2=CC=C(C=C2)N2CCN(CC2)C)C2CCNC1=CC=CC=C21)=O 1-cyclopentyl-7-[4-(4-methylpiperazin-1-yl)anilino]-3-(1,2,3,4-tetrahydroquinolin-4-yl)-4H-pyrimido[4,5-d]pyrimidin-2-one